4-(2,6-dimethylpyridin-4-yl)-1-(5-(isopropylthio)-4-phenylthiazol-2-yl)-3-methyl-1H-pyrazole-5-carboxylic acid CC1=NC(=CC(=C1)C=1C(=NN(C1C(=O)O)C=1SC(=C(N1)C1=CC=CC=C1)SC(C)C)C)C